4-trifluoromethylpyridine-2,6-dicarbonyl dichloride FC(C1=CC(=NC(=C1)C(=O)Cl)C(=O)Cl)(F)F